(4-(2-((4-(dimethylamino)butanoyl)oxy)ethyl)-1,3-dioxolane-2,2-diyl)bis(pentane-5,1-diyl) bis(2,2-bis(heptylthio)acetate) C(CCCCCC)SC(C(=O)OCCCCCC1(OCC(O1)CCOC(CCCN(C)C)=O)CCCCCOC(C(SCCCCCCC)SCCCCCCC)=O)SCCCCCCC